(3-((tert-butyldimethylsilyl)oxy)-6-chloro-2-methylphenyl)-2-chloro-4-methoxypyrimidine-5-carboxamide [Si](C)(C)(C(C)(C)C)OC=1C(=C(C(=CC1)Cl)C1=C(C(=NC(=N1)Cl)OC)C(=O)N)C